The molecule is a bile acid anion that is the conjugate base of cholic acid. It has a role as a human metabolite and a mouse metabolite. It is a bile acid anion and a cholanic acid anion. It is a conjugate base of a cholic acid. C[C@H](CCC(=O)[O-])[C@H]1CC[C@@H]2[C@@]1([C@H](C[C@H]3[C@H]2[C@@H](C[C@H]4[C@@]3(CC[C@H](C4)O)C)O)O)C